CC1=NC(=CC=C1C1=CN=C2C(=N1)N(C(CN2)=O)C2CCOCC2)C2=NN=CN2 7-(2-methyl-6-(4H-1,2,4-triazol-3-yl)pyridin-3-yl)-1-(tetrahydro-2H-pyran-4-yl)-3,4-dihydropyrazino[2,3-b]pyrazin-2(1H)-one